[O-2].[Ti+4].[Zn+2].[Li+] lithium-zinc-titanium oxide